ClC1=CC=C2C(=CC(=NC2=C1Cl)N1[C@@H]([C@H](CC1)O)C(=O)NCCC(=O)OC)N1C=NC=C1 methyl 3-((2S,3S)-1-(7,8-dichloro-4-(1H-imidazol-1-yl)quinolin-2-yl)-3-hydroxypyrrolidine-2-carboxamido)propanoate